OP(O)OP(O)O.C(C)(C)(C1=CC=CC=C1)C1=C(C=CC(=C1)C(C)(C)C1=CC=CC=C1)C(O)(C(CO)(CO)CO)C1=C(C=C(C=C1)C(C)(C)C1=CC=CC=C1)C(C)(C)C1=CC=CC=C1 bis(2,4-di-α-cumylphenyl)pentaerythritol diphosphite